2-oxoethylacetat O=CCOC(C)=O